CN1N=NC(=C1C=1C=C2C(=NC1)C1=C(N2[C@@H](C2CCOCC2)C2=CC=CC=C2)C(=NN1C)NC(C)=O)C (S)-N-(6-(1,4-dimethyl-1H-1,2,3-triazol-5-yl)-1-methyl-4-(phenyl-(tetrahydro-2H-pyran-4-yl)methyl)-1,4-dihydropyrazolo[3',4':4,5]pyrrolo[3,2-b]pyridin-3-yl)acetamide